C1(=CC=CC=C1)N1C(=NN=C1C1=CC=CC=C1)C1=CC=C(C=C1)N1C2=CC=CC=C2C=2C=CC=CC12 9-[4-(4,5-diphenyl-4H-1,2,4-triazol-3-yl)phenyl]-9H-carbazole